N1N=CC(=C1)NC1=NC=CC(=N1)N1C[C@H]2CC[C@@H](C1)N2C(CC#N)C 3-{(1r,5s)-3-[2-(1H-pyrazol-4-ylamino)pyrimidin-4-yl]-3,8-diazabicyclo[3.2.1]oct-8-yl}butyronitrile